cis-N1,N1-Dimethyl-N4-(5-(quinolin-6-yl)pyrrolo[2,1-f][1,2,4]triazin-2-yl)cyclohexane-1,4-diamine CN([C@@H]1CC[C@@H](CC1)NC1=NN2C(C=N1)=C(C=C2)C=2C=C1C=CC=NC1=CC2)C